O.O.O.N[Pt]([N+](=O)[O-])([N+](=O)[O-])[N+](=O)[O-] monoaminotrinitroplatinum trihydrate